N-(3,5-dichloroisonicotinyl)-O-(cis-3-(2-(5,6,7,8-tetrahydro-1,8-naphthyridin-2-yl)ethyl)cyclobutyl)homoserine ClC1=C(CN[C@@H](CCO[C@@H]2C[C@@H](C2)CCC2=NC=3NCCCC3C=C2)C(=O)O)C(=CN=C1)Cl